(1S)-1-[(2R)-4-(6-amino-4-methoxy-pyridin-3-yl)-1-(5-phenoxypyridine-2-carbonyl)piperazin-2-yl]ethan-1-ol NC1=CC(=C(C=N1)N1C[C@@H](N(CC1)C(=O)C1=NC=C(C=C1)OC1=CC=CC=C1)[C@H](C)O)OC